1-[5-(5-chloro-2-methoxypyridin-4-yl)-1H-pyrazole-3-carbonyl]-N-[(1r,4r)-4-(trifluoromethyl)cyclohexyl]Piperidine-4-carboxamide ClC=1C(=CC(=NC1)OC)C1=CC(=NN1)C(=O)N1CCC(CC1)C(=O)NC1CCC(CC1)C(F)(F)F